ClC1=NC(=C(C(=N1)N1C[C@@H](N(C[C@H]1C)C(=O)OCC1=CC=CC=C1)CC#N)[N+](=O)[O-])CC1(CCCC2=CC=CC=C12)C(=O)OC benzyl (2S,5R)-4-(2-chloro-6-((1-(methoxycarbonyl)-1,2,3,4-tetrahydronaphthalen-1-yl) methyl)-5-nitropyrimidin-4-yl)-2-(cyanomethyl)-5-methylpiperazine-1-carboxylate